5-Chloropyridin-3-yl 2,4,6-tri-O-Acetyl-3-azido-3-deoxy-1-thio-α-D-galactopyranoside C(C)(=O)O[C@H]1[C@@H](SC=2C=NC=C(C2)Cl)O[C@@H]([C@@H]([C@@H]1N=[N+]=[N-])OC(C)=O)COC(C)=O